C(C(CO)C1=CC=CC=C1)(=O)[C@]12C[C@H](C[C@H](CC1)N2C)O tropoyltropan-3β-ol